2-[7-[(5-chloro-2-pyridinyl)methyl]-2-azaspiro[3.5]nonane-2-carbonyl]-2,5-diazaspiro[3.4]octan-6-one ClC=1C=CC(=NC1)CC1CCC2(CN(C2)C(=O)N2CC3(C2)NC(CC3)=O)CC1